CN1C=NC(=C1)C(=O)ON=CC1=CC=CC=C1 benzaldehyde-O-(1-methyl-1H-imidazole-4-carbonyl) oxime